(S)-tert-butyl 4-amino-3,4-dihydroquinoline-1(2H)-carboxylate N[C@H]1CCN(C2=CC=CC=C12)C(=O)OC(C)(C)C